FS(C1=CC=C(N[C@@H]2CC[C@H](CC2)S(=O)(=O)C2=CC=C(C=C2)C=2C=CC=3N(C2)C=NN3)C=C1)(F)(F)(F)F 4-(pentafluoro-λ6-sulfanyl)-N-[trans-4-(4-{[1,2,4]triazolo[4,3-a]pyridin-6-yl}benzenesulfonyl)cyclohexyl]aniline